Tert-Butyl 3-{[2-(ethylamino)-5-fluoropyrimidin-4-yl]amino}-6,6-dimethyl-4,6-dihydropyrrolo[3,4-c]pyrazole-5(1H)-carboxylate C(C)NC1=NC=C(C(=N1)NC=1C2=C(NN1)C(N(C2)C(=O)OC(C)(C)C)(C)C)F